((4S)-5-(6-(4-fluorophenyl)-1H-indole-2-carboxamido)hexane-1,4-diyl)dicarbamic acid diphenylmethyl ester C1(=CC=CC=C1)C(C1=CC=CC=C1)OC(NCCC[C@@H](C(C)NC(=O)C=1NC2=CC(=CC=C2C1)C1=CC=C(C=C1)F)NC(O)=O)=O